O1CNCC2=C1C=CC=C2 3,4-Dihydro-2H-1,3-benzoxazin